IC1=CC=C(C=C1)[Pd] (4-iodophenyl)palladium